tetradeca-2,4,6-trien-3-ol CC=C(C=CC=CCCCCCCC)O